6-(1-(1-(1-acryloyl-3-fluoroazetidine-3-carbonyl)piperidin-4-yl)-1H-pyrazol-4-yl)-4-methoxypyrazolo[1,5-a]pyridine-3-carbonitrile C(C=C)(=O)N1CC(C1)(C(=O)N1CCC(CC1)N1N=CC(=C1)C=1C=C(C=2N(C1)N=CC2C#N)OC)F